NC1=C(C=2C(=NC=C(C2S1)F)C=1C2=C(C=3C=NC(=NC3C1F)N1C[C@@H](CC1)N1CCN(CC1)CC(C)(C)O)COC2)C#N 2-Amino-7-fluoro-4-(5-fluoro-3-((R)-3-(4-(2-hydroxy-2-methylpropyl)piperazin-1-yl)pyrrolidin-1-yl)-7,9-dihydrofuro[3,4-f]quinazolin-6-yl)thieno[3,2-c]pyridine-3-carbonitrile